(2S,4R)-1-((S)-2-amino-3,3-dimethylbutyryl)-4-hydroxy-N-(2-hydroxy-4-(4-methylthiazol-5-yl)benzyl)pyrrolidine-2-carboxamide hydrochloride Cl.N[C@H](C(=O)N1[C@@H](C[C@H](C1)O)C(=O)NCC1=C(C=C(C=C1)C1=C(N=CS1)C)O)C(C)(C)C